C(C)OC(C)N1N=C(C=C1)Br 1-(1-ethoxyethyl)-3-bromo-1H-pyrazole